C(C=C)(=O)OC(CCCCCCCCCCC)(C(=O)O)C(=O)O acryloyloxydodecane-1,1-dicarboxylic acid